6-Fluoro-3-methyl-2-phenylbenzofuran FC1=CC2=C(C(=C(O2)C2=CC=CC=C2)C)C=C1